[1,1'-dichlorobis(diphenylphosphino)ferrocene] palladium [Pd].Cl[C-]1C(=C(C=C1)P(C1=CC=CC=C1)C1=CC=CC=C1)P(C1=CC=CC=C1)C1=CC=CC=C1.[C-]1(C=CC=C1)Cl.[Fe+2]